ClC=1C=CC(=C(C1)C1=C2C(=NC(=C1)C)C(=CS2)C(=O)O)OCCN2C(=NC=1CCC(CC1C2=O)N2CCC(CC2)OC(F)(F)F)C(F)(F)F 7-(5-chloro-2-(2-(4-oxo-6-(4-(trifluoromethoxy)piperidin-1-yl)-2-(trifluoromethyl)-5,6,7,8-tetrahydroquinazolin-3(4H)-yl)ethoxy)phenyl)-5-methylthieno[3,2-b]pyridine-3-carboxylic acid